Dimethylsilanediyl-(3-n-propyl-1H-inden-1-yl)(2-methyl-4-(4-tert-butylphenyl)-1H-inden-1-yl)zirconium dichloride [Cl-].[Cl-].C[Si](=[Zr+2](C1C(=CC2=C(C=CC=C12)C1=CC=C(C=C1)C(C)(C)C)C)C1C=C(C2=CC=CC=C12)CCC)C